N-(1-methyl-3-(7-(methylsulfonyl)-2,3-dihydro-[1,4]dioxino[2,3-c]pyridin-5-yl)-1H-pyrrolo[2,3-c]pyridin-5-yl)acetamide CN1C=C(C=2C1=CN=C(C2)NC(C)=O)C2=NC(=CC1=C2OCCO1)S(=O)(=O)C